C(C1=CC=CC=C1)OC1=C2CCCC2=CC=C1Br 4-(benzyloxy)-5-bromo-2,3-dihydro-1H-indene